2-cyanatonaphthaline O(C#N)C1=CC2=CC=CC=C2C=C1